CN([C@@H](C(=O)NC=1C=C2CC(CC2=C(C1)F)CN1CCC2(CN(C(O2)=O)C2=NC3=C(OCC(N3)=O)N=C2)CC1)C)C (2R)-2-(dimethylamino)-N-[7-fluoro-2-[[2-oxo-3-(3-oxo-4H-pyrazino[2,3-b][1,4]oxazin-6-yl)-1-oxa-3,8-diazaspiro[4.5]decan-8-yl]methyl]indan-5-yl]propanamide